(R)-tert-butyl 2-(5-(3-cyclopropyl-1-((R)-1,1-dimethylethylsulfinamido)-1-(pyridin-4-yl) propyl)-2-fluorophenylcarbamoyl)-4,4-difluoropyrrolidine-1-carboxylate C1(CC1)CCC(C1=CC=NC=C1)(N[S@](=O)C(C)(C)C)C=1C=CC(=C(C1)NC(=O)[C@@H]1N(CC(C1)(F)F)C(=O)OC(C)(C)C)F